5-(4-bromo-2,5-diethylphenoxy)-2,2-dimethylpentanoic acid BrC1=CC(=C(OCCCC(C(=O)O)(C)C)C=C1CC)CC